C(C)(C)C1=CNC2=CC=C(C=C12)C=1CCN(C(C1)=O)C(=O)OC(C)(C)C tert-Butyl 4-(3-isopropyl-1H-indol-5-yl)-6-oxo-3,6-dihydropyridine-1(2H)-carboxylate